FC1(CN(CC1)C1=NC(=CC(=N1)C1=NN=C(O1)C1=C(C=C(C=C1)NS(=O)(=O)CCO)N1CCC2(CC2)CC1)C)F N-(4-(5-(2-(3,3-Difluoropyrrolidin-1-yl)-6-methylpyrimidin-4-yl)-1,3,4-oxadiazol-2-yl)-3-(6-azaspiro[2.5]octan-6-yl)phenyl)-2-hydroxyethane-1-sulfonamide